NCCC=1C=CC(=NC1)C1=C(C=C(C#N)C=C1)SC1=NC(=NC(=C1)N1CCCC1)C 4-[5-(2-aminoethyl)pyridin-2-yl]-3-(2-methyl-6-pyrrolidin-1-ylpyrimidin-4-yl)sulfanylbenzonitrile